2,2'-(4,10-bis((6-methylpyridin-2-yl)methyl)-1,4,7,10-tetraazacyclododecane-1,7-diyl)diacetic acid CC1=CC=CC(=N1)CN1CCN(CCN(CCN(CC1)CC(=O)O)CC1=NC(=CC=C1)C)CC(=O)O